N1=CC(=CC=C1)CC1(CCN(CC1)C(=O)OC(C)(C)C)C(=O)OCC 1-(Tert-butyl) 4-ethyl 4-(pyridin-3-ylmethyl)piperidine-1,4-dicarboxylate